FC([C@@](C(=O)N)(O)CNC1=NC(=NC=C1F)C1=NN(C(=C1)C1=NOC=C1)CC1=C(C=CC=C1)F)(F)F (R)-3,3,3-trifluoro-2-(((5-fluoro-2-(1-(2-fluorobenzyl)-5-(isoxazol-3-yl)-1H-pyrazol-3-yl)pyrimidin-4-yl)amino)methyl)-2-hydroxypropanamide